benzyl (1s,4s,5r)-5-[[4-cyclopropyl-1-(2,6-dichlorophenyl)-1H-1,2,3-triazol-5-yl] methoxy]-2-azabicyclo[2.2.1]heptane-2-carboxylate C1(CC1)C=1N=NN(C1CO[C@H]1[C@@H]2CN([C@H](C1)C2)C(=O)OCC2=CC=CC=C2)C2=C(C=CC=C2Cl)Cl